(4-Bromo-1-methyl-1H-pyrrol-2-yl)(3,4,5-trimethoxyphenyl)methanone BrC=1C=C(N(C1)C)C(=O)C1=CC(=C(C(=C1)OC)OC)OC